FC(C1=CC=C(COC2CCN(CC2)C(=O)N2C[C@@H]3[C@@H](OCC(N3)=O)CC2)C=C1)(F)F (4aR,8aS)-6-(4-((4-(trifluoromethyl)benzyl)oxy)piperidine-1-carbonyl)hexahydro-2H-pyrido[4,3-b][1,4]oxazin-3(4H)-one